Methyl 3-amino-2-methyl-propanoate Hydrochloride Salt Cl.NCC(C(=O)OC)C